N-[4-(2,4-difluorophenyl)thiazol-2-yl]-4-methoxy-benzamide FC1=C(C=CC(=C1)F)C=1N=C(SC1)NC(C1=CC=C(C=C1)OC)=O